9-[(1R)-1-(3,5-difluoroanilino)ethyl]-2-morpholino-4-oxo-pyrido[1,2-a]pyrimidine-7-carboxylic acid FC=1C=C(N[C@H](C)C2=CC(=CN3C2=NC(=CC3=O)N3CCOCC3)C(=O)O)C=C(C1)F